2-(3-hydroxycyclobutyl)isoindoline-1,3-dione OC1CC(C1)N1C(C2=CC=CC=C2C1=O)=O